bis-(4-cyclohexylphenyl)iodonium trifluoromethanesulfonate FC(S(=O)(=O)[O-])(F)F.C1(CCCCC1)C1=CC=C(C=C1)[I+]C1=CC=C(C=C1)C1CCCCC1